(1s,4s)-4-(1H-1,2,4-triazol-1-yl)cyclohexane-1-carboxylic acid methyl ester COC(=O)C1CCC(CC1)N1N=CN=C1